2-(3-(8-amino-6-bromoimidazo[1,2-a]pyrazin-3-yl)-4-(methyl-d3)phenyl)-1,1,1-trifluoropropan-2-ol NC=1C=2N(C=C(N1)Br)C(=CN2)C=2C=C(C=CC2C([2H])([2H])[2H])C(C(F)(F)F)(C)O